CNCC=1C=CC(=C(C1)NS(=O)(=O)C1=CC=CC=C1)C=1SC=CN1 N-(5-((methylamino)methyl)-2-(thiazol-2-yl)phenyl)benzenesulfonamide